N-[2-[2-(dimethylamino)ethoxy]ethyl]-N-methyl-1,3-propanediamine CN(CCOCCN(CCCN)C)C